methyl-(sodium) benzoate C(C1=CC=CC=C1)(=O)O.C[Na]